(9Z,12Z)-1-(4-(5-methoxy-1H-indol-3-yl)piperidin-1-yl)octadeca-9,12-dien-1-one COC=1C=C2C(=CNC2=CC1)C1CCN(CC1)C(CCCCCCC\C=C/C\C=C/CCCCC)=O